2-(4-isopropyl-5-(8-methoxy-[1,2,4]triazolo[1,5-a]pyridin-6-yl)-1H-pyrazol-3-yl)-5-(1-(tetrahydro-2H-pyran-4-yl)piperidin-4-yl)thiazole C(C)(C)C=1C(=NNC1C=1C=C(C=2N(C1)N=CN2)OC)C=2SC(=CN2)C2CCN(CC2)C2CCOCC2